C1=CC=CC=2C3=CC=CC=C3N(C12)C1=CC=2C(=C(C3=CC=CC=C3C2)N2C3=CC=CC=C3C=3C=CC=CC23)C=C1 3,10-bis(carbazol-9-yl)benzo[b]Naphthalene